Cl.CONC O-methyl-N-methylhydroxylamine hydrogen chloride